(2,3-dihydro-1H-inden-1-yl)-3-fluoro-4-chloroaniline C1(CCC2=CC=CC=C12)NC1=CC(=C(C=C1)Cl)F